Methyl 2-(3-amino-4-(2-chloro-5-fluorophenoxy)-5-(3-fluoro-5-(trifluoromethyl)benzamido)-1-(tetrahydro-2H-pyran-2-yl)-1H-indazol-7-yl)benzoate NC1=NN(C2=C(C=C(C(=C12)OC1=C(C=CC(=C1)F)Cl)NC(C1=CC(=CC(=C1)C(F)(F)F)F)=O)C1=C(C(=O)OC)C=CC=C1)C1OCCCC1